tert-butyl 4-[[[1-[1-(2,6-dioxo-3-piperidyl)-3-methyl-2-oxo-benzimidazol-4-yl]azetidin-3-yl]-methyl-amino]methyl]piperidine-1-carboxylate O=C1NC(CCC1N1C(N(C2=C1C=CC=C2N2CC(C2)N(C)CC2CCN(CC2)C(=O)OC(C)(C)C)C)=O)=O